CC1=NC=CC(=C1)C 2,4-Dimethyl-pyridin